6-chloro-4-(hydroxymethyl)-1-((2-(trimethylsilyl)ethoxy)methyl)-1,3-dihydro-2H-pyrrolo[2,3-b]pyridin-2-one ClC1=CC(=C2C(=N1)N(C(C2)=O)COCC[Si](C)(C)C)CO